2-(imidazo[1,2-a]pyridin-2-yl)ethan-1-ol N=1C(=CN2C1C=CC=C2)CCO